(S)-4-[2-(4-ethylthiazol-2-yl)-2-(4-oxo-4-phenylbutanoylamino)-ethyl]Phenyl-sulfamic acid C(C)C=1N=C(SC1)[C@H](CC1=CC=C(C=C1)NS(O)(=O)=O)NC(CCC(C1=CC=CC=C1)=O)=O